(4-amino-1-methyl-1H-pyrazolo[4,3-c][1,7]naphthyridin-8-yl)((2S,6R)-9-(trifluoromethyl)-3,4-dihydro-2H-2,6-methanopyrido[2,3-b][1,5]oxazocin-5(6H)-yl)methanone NC1=NC=2C=NC(=CC2C2=C1C=NN2C)C(=O)N2[C@H]1C3=C(O[C@@H](CC2)C1)N=C(C=C3)C(F)(F)F